C(C)OC(C(CC=C)C1CC2=C(C(=NC=C2F)C)C1)=O 2-(4-fluoro-1-methyl-6,7-dihydro-5H-cyclopenta[c]pyridin-6-yl)pent-4-enoic acid ethyl ester